C1(CCCCC1)COC1=CC(=NC=C1)C1(CCOCC1)C(=O)N[C@@H](C)C1=CC=C(C(=O)O)C=C1 4-[(1S)-1-[[4-[4-(Cyclohexylmethoxy)-2-pyridyl]tetrahydropyran-4-carbonyl]amino]ethyl]benzoic acid